(Z)-N-(3-(3-(N,2-dimethylpropan-2-ylsulfinamido)oxetan-3-yl)phenyl)-2-(hydroxyimino)-3-oxobutanamide CN(S(=O)C(C)(C)C)C1(COC1)C=1C=C(C=CC1)NC(\C(\C(C)=O)=N/O)=O